BrC[C@@H]1N(CC(C1)C1=CC(=C(C=C1)OC(F)F)OCC1CC1)C(C)=O ((2R)-2-(bromomethyl)-4-(3-(cyclopropylmethoxy)-4-(difluoromethoxy)phenyl)pyrrolidin-1-yl)ethanone